(S)-3-(cyclopent-1-en-1-yl)-1-((R)-2-methyloxirane-2-yl)-1-oxopropan-2-aminium C1(=CCCC1)C[C@@H](C(=O)[C@@]1(OC1)C)[NH3+]